N-methyl-1-phenyl-ethanimine CN=C(C)C1=CC=CC=C1